BrC1=C(C=CC=C1)C1=NOC(=C1COC1=CC=C(C=C1)C1=CC(=CC=C1)C(=O)O)C(C)C 4'-((3-(2-bromophenyl)-5-isopropylisoxazol-4-yl)methoxy)-[1,1'-biphenyl]-3-carboxylic acid